C1=C2C3=[N+](C=4C=CC=CC4C2=CC=C1)N=C1C=CC=CC1=C3 cinnolino[2,3-f]phenanthridin-9-ium